4,4'-bis(3-amino-1-naphthylazo)-2,2'-stilbenedisulfonic acid NC=1C=C(C2=CC=CC=C2C1)N=NC=1C=C(C(=CC1)C=CC=1C(=CC(=CC1)N=NC1=CC(=CC2=CC=CC=C12)N)S(=O)(=O)O)S(=O)(=O)O